OC1=C(C=O)C=C(C=C1OC)\C=C\C1=NC=CC=C1 (E)-2-hydroxy-3-methoxy-5-(2-(pyridin-2-yl)vinyl)benzaldehyde